The molecule is an L-alpha-amino acid zwitterion obtained by transfer of a proton from the carboxy group to the amino group of L-propargylglycine. The major species at pH 7.3. It has a role as an antimicrobial agent. It is a tautomer of a L-propargylglycine. C#CC[C@@H](C(=O)[O-])[NH3+]